3-(3,5-dichloro-4-hydroxybenzamido)-N-(2-methoxyphenethyl)thiophene-2-carboxamide ClC=1C=C(C(=O)NC2=C(SC=C2)C(=O)NCCC2=C(C=CC=C2)OC)C=C(C1O)Cl